CC=1C(=NC=CC1)CN1[C@H](CCCC1=O)C(=O)OCC ethyl (2R)-1-[(3-methyl-2-pyridyl)methyl]-6-oxo-piperidine-2-carboxylate